tert-butyl {3-[2-(benzyloxy)ethoxy]propoxy}acetate C(C1=CC=CC=C1)OCCOCCCOCC(=O)OC(C)(C)C